C(C)(=O)N1CCC(CC1)NCC1=C(C=C(C=C1)C1=NC=CC(=C1Cl)C=1C(=C(C=CC1)C1=CC=C(C(=N1)OC)CN1C[C@H](CC1)C(=O)O)Cl)OC (S)-1-((6-(3-(2-(4-(((1-acetylpiperidin-4-yl)amino)methyl)-3-methoxyphenyl)-3-chloropyridin-4-yl)-2-chlorophenyl)-2-methoxypyridin-3-yl)methyl)pyrrolidine-3-carboxylic acid